racemic-methyl 7-fluoro-1,3,4,6,11,11a-hexahydro-[1,4]oxazino[4,3-b]isoquinoline-9-carboxylate FC1=CC(=CC=2C[C@H]3N(CC12)CCOC3)C(=O)OC |r|